Ethyl 4-(1,3-dicarbonyl isoindolin-2-yl)-1-methylcyclohexane-1-carboxylate C(=O)=C1N(C(C2=CC=CC=C12)=C=O)C1CCC(CC1)(C(=O)OCC)C